BrC=1C(=NC(=NC1)NC1=CC(=C(C(=C1)C)N1CCOCC1)OC)NC=1C(=C2C=CC(=NC2=CC1)C1CC1)P(C)C (6-((5-bromo-2-((3-methoxy-5-methyl-4-morpholinophenyl)amino)pyrimidin-4-yl)amino)-2-cyclopropylquinolin-5-yl)dimethylphosphine